[(2S)-4-methylpentan-2-yl]oxyl-N-phenylbenzamide CC(C[C@H](C)OC1=C(C(=O)NC2=CC=CC=C2)C=CC=C1)C